C(C)(=O)OOS(=O)(=O)C1CCCCC1 Acetylcyclohexansulfonylperoxid